6-(2,8-Dimethylimidazo[1,2-b]pyridazin-6-yl)-4-fluoro-N-methyl-N-(piperidin-4-yl)-1,3-benzothiazol-2-amin-Hydrochlorid Cl.CC=1N=C2N(N=C(C=C2C)C2=CC3=C(N=C(S3)N(C3CCNCC3)C)C(=C2)F)C1